Di-Tert-Butyl 2,2'-(1,2-bis(2-aminoacetyl)hydrazine-1,2-diyl)diacetate NCC(=O)N(N(C(CN)=O)CC(=O)OC(C)(C)C)CC(=O)OC(C)(C)C